SCCC[Si](OC)(OC)OC 3-mercapto-1-propyltrimethoxysilane